CC(CCO)CC=CC 3-methylhept-5-en-1-ol